2-methylpropan-2-yl 4-{[(2S)-1-[3-cyano-6-methyl-4-(trifluoromethyl) pyridin-2-yl] tetrahydro-1H-pyrrol-2-yl] carbonyl}-8-methyl-1,2,3,4-tetrahydroquinoxaline-1-carboxylate C(#N)C=1C(=NC(=CC1C(F)(F)F)C)N1[C@@H](CCC1)C(=O)N1CCN(C2=C(C=CC=C12)C)C(=O)OC(C)(C)C